6-hydroxy-N-(naphthalen-1-yl)picolinamide OC1=CC=CC(=N1)C(=O)NC1=CC=CC2=CC=CC=C12